1,2-diphenylethyl ((S)-4-methyl-1-oxo-1-(((S)-1-oxo-3-((S)-2-oxopyrrolidin-3-yl)propan-2-yl)amino)pentan-2-yl)carbamate CC(C[C@@H](C(N[C@H](C=O)C[C@H]1C(NCC1)=O)=O)NC(OC(CC1=CC=CC=C1)C1=CC=CC=C1)=O)C